FC(C1=C(C=CC(=C1)C(F)(F)F)C(C)N1N=CC(=C1)NC(=O)C1=NN(C(=C1)C1=NC=CC=C1)C)(F)F N-(1-(1-(2,4-bis(trifluoromethyl)phenyl)ethyl)-1H-pyrazol-4-yl)-1-methyl-5-(pyridin-2-yl)-1H-pyrazole-3-carboxamide